ClC=1C=C(C=C(C1)S(=O)(=O)C)NC(=O)C1=CN(C(=C1)C1=NC=CC=C1C)C N-(3-chloro-5-(methylsulfonyl)phenyl)-1-methyl-5-(3-methylpyridin-2-yl)-1H-pyrrole-3-carboxamide